2-(methylamino)propanoic acid CNC(C(=O)O)C